tert-butyl 4-(4-(4-amino-2,6-difluorophenyl)piperazin-1-yl)piperidine-1-carboxylate NC1=CC(=C(C(=C1)F)N1CCN(CC1)C1CCN(CC1)C(=O)OC(C)(C)C)F